N[C@@H](CC(=O)N1[C@@H](C2CCC1C2)C2=NC(=NO2)C2=NC=C(C=C2F)F)CC2=C(C=C(C(=C2)F)F)F Exo-(3R)-3-amino-1-[(2S)-2-[3-(3,5-difluoro-2-pyridinyl)-1,2,4-oxadiazol-5-yl]-3-azabicyclo[2.2.1]heptan-3-yl]-4-(2,4,5-trifluorophenyl)butan-1-one